C(\C(\C)=C/C(=O)[O-])(=O)[O-].C(CC)[N+](CCC)(CCC)CCC.C(CC)[N+](CCC)(CCC)CCC ditetrapropylammonium citraconate